NC1=CC(=C(C(=N1)C1=C(C=C2C(=NC=NC2=C1)N1[C@H](CN(C[C@@H]1C)C(=O)OC(C)(C)C)C)Cl)C(F)(F)F)C tert-butyl (3S,5S)-4-[7-[6-amino-4-methyl-3-(trifluoromethyl)-2-pyridyl]-6-chloro-quinazolin-4-yl]-3,5-dimethyl-piperazine-1-carboxylate